CS(=O)(=O)C=1C=CC(=NC1)N1CC=2C(=NC=CC2C1=O)C1=C(C=CC=C1)OCC(F)(F)F 2-[5-(methanesulfonyl)pyridin-2-yl]-4-[2-(2,2,2-trifluoroethoxy)phenyl]-2,3-dihydro-1H-pyrrolo[3,4-c]pyridin-1-one